COCC1=NN(C(=C1)C(=O)NC1=NNC(=C1)[C@H]1C[C@H](CC1)OC=1N=NC=CC1C(F)(F)F)C |o1:16,18| rel-3-(methoxymethyl)-1-methyl-N-(5-((1R,3S)-3-((4-(trifluoromethyl)pyridazin-3-yl)oxy)cyclopentyl)-1H-pyrazol-3-yl)-1H-pyrazole-5-carboxamide